C(C)OC(CBr)=O.BrC=1C=C(N2N=CN(C(C21)=O)CC(=O)OCC)C(C(C)C)O ethyl 2-[5-bromo-7-(1-hydroxy-2-methyl-propyl)-4-oxo-pyrrolo[2,1-f][1,2,4]triazin-3-yl]acetate Ethyl-2-bromoacetate